3-Methylhexan CC(CC)CCC